(S)-1-((S)-3-(3,6-difluoro-9H-carbazol-9-yl)-2-hydroxy-2-methylpropyl)-3-fluoropyrrolidin-2-one FC=1C=CC=2N(C3=CC=C(C=C3C2C1)F)C[C@](CN1C([C@H](CC1)F)=O)(C)O